N1=NC(N2C1=CC=C2)=O pyrrolo[2,1-c][1,2,4]triazol-3-one